3-(4-fluorobenzyl)-1-(6H-isochromeno[3,4-c]pyridin-8-yl)pyrrolidin-2-one FC1=CC=C(CC2C(N(CC2)C=2C=CC3=C(C2)COC2=CN=CC=C23)=O)C=C1